3-(1-benzofuran-7-ylamino)-2-(3-{[(2R)-1-(but-2-ynoyl)azetidin-2-yl]methoxy}pyridin-4-yl)-1H,5H,6H,7H-pyrrolo[3,2-c]pyridin-4-one O1C=CC2=C1C(=CC=C2)NC2=C(NC1=C2C(NCC1)=O)C1=C(C=NC=C1)OC[C@@H]1N(CC1)C(C#CC)=O